ClC=1C=C(C=CC1Cl)NC(=O)NC1=CC(=C(C=C1)Cl)Cl 1,3-Bis(3,4-dichlorophenyl)urea